CC=1C(=C(C(=NC1C1CC1)C(=O)OCC)C1=CC=CC=C1)C(=O)[O-] Ethyl 5-Methylcarboxylato-6-cyclopropyl-3-phenylpyridine-2-carboxylate